propyl-aluminum t-butoxide CC(C)(C)[O-].C(CC)[Al+2].CC(C)(C)[O-]